N-[1-[5-cyano-2-(2-ethoxy-6-methyl-anilino)pyrimidin-4-yl]-3-methyl-indol-5-yl]prop-2-enamide C(#N)C=1C(=NC(=NC1)NC1=C(C=CC=C1C)OCC)N1C=C(C2=CC(=CC=C12)NC(C=C)=O)C